O[C@@H]1[C@@H](CCC1)NCC1=CC(=C2CN(C(C2=C1)=O)C1=CC(=CC=C1)C=1N(N=CC1C1=NN=CN1C)C)C(F)(F)F 6-({[(1R,2S)-2-Hydroxycyclopentyl]amino}methyl)-2-{3-[2-methyl-4-(4-methyl-1,2,4-triazol-3-yl)pyrazol-3-yl]phenyl}-4-(trifluoromethyl)-3H-isoindol-1-one